N-[(3S)-1-(5-cyano-7-fluoro-1,2,3,4-tetrahydrocyclopenta[b]indol-8-yl)-3-piperidinyl]-N-methylcarbamic acid tert-butyl ester C(C)(C)(C)OC(N(C)[C@@H]1CN(CCC1)C=1C=2C3=C(NC2C(=CC1F)C#N)CCC3)=O